methyl 1,3-dicyclopropyl-1H-pyrazole-5-carboxylate C1(CC1)N1N=C(C=C1C(=O)OC)C1CC1